C(C)(C)(C)OC(=O)N[C@H]1CNC[C@@H]2N(C1=O)[C@@H](CC2)C(=O)OC methyl (4S,7S,9aR)-4-((tert-butoxycarbonyl)amino)-5-oxooctahydro-1H-pyrrolo[1,2-a][1,4]diazepine-7-carboxylate